FC1(CC1)C1=NC2=CC=C(C=C2C(=N1)N1CCC(CC1)C1=C(C=CC=C1)OC)N(CC(=O)O)C 2-((2-(1-fluorocyclopropyl)-4-(4-(2-methoxyphenyl)piperidin-1-yl)quinazolin-6-yl)(methyl)amino)acetic acid